6-cyclopropyl-3,4-dihydro-1H-isoquinoline C1(CC1)C=1C=C2CCNCC2=CC1